ClC1=CC=C(C(=N1)C(F)(F)F)S(=O)(=O)N1CC2(C1)CN(C2)C2CCOCC2 2-((6-chloro-2-(trifluoromethyl)pyridin-3-yl)sulfonyl)-6-(tetrahydro-2H-pyran-4-yl)-2,6-diazaspiro[3.3]heptane